ClC=1N=C(C2=C(N1)C=NN2C)NC2CCC(CC2)N2CCOCC2 5-chloro-1-methyl-N-(4-morpholinocyclohexyl)pyrazolo[4,3-d]pyrimidin-7-amine